1-(4-hydroxyphenyl)-3-(4'-hydroxyphenyl)-1-propanol OC1=CC=C(C=C1)C(CCC1=CC=C(C=C1)O)O